C1(CC1)C1=NC=NC(=C1C1=NN2C(N(C(CC2)=O)[C@H](C)C2=CC=C(C=C2)C=2N(C=C(N2)C(F)(F)F)C(C)C)=N1)OC (R)-2-(4-cyclopropyl-6-methoxypyrimidin-5-yl)-4-(1-(4-(1-isopropyl-4-(trifluoromethyl)-1H-imidazol-2-yl)phenyl)ethyl)-6,7-dihydro-[1,2,4]triazolo[1,5-a]pyrimidin-5(4H)-one